di(β-hydroxyethoxycarbonyl)benzenesulfonic acid tetraphenylphosphonium salt C1(=CC=CC=C1)[P+](C1=CC=CC=C1)(C1=CC=CC=C1)C1=CC=CC=C1.OCCOC(=O)C=1C(=C(C=CC1)S(=O)(=O)[O-])C(=O)OCCO